4-[6-amino-4-ethyl-5-(4-hydroxyphenyl)-3-pyridyl]-N-cyclopropyl-benzamide NC1=C(C(=C(C=N1)C1=CC=C(C(=O)NC2CC2)C=C1)CC)C1=CC=C(C=C1)O